O1CC(C2=C1C=CC=C2)CNC(=O)[C@]2([C@@H](CC[C@H](C2)C)C(C)C)O (1s,2s,5r)-N-(2,3-dihydrobenzofuran-3-ylmethyl)-1-hydroxy-2-isopropyl-5-methyl-cyclohexanecarboxamide